hydrogen persulfate (hydrogen persulfate) S(=O)(=O)(O)OOS(=O)(=O)O.S(=O)(=O)(O)OOS(=O)(=O)O